CC(C)(C)[O-].[Na+] Sodium tertbutoxide